isopropyl (R)-2-amino-2-(4-(1-(difluoromethyl)-1H-pyrazol-4-yl)phenyl)-4-methylpentanoate N[C@](C(=O)OC(C)C)(CC(C)C)C1=CC=C(C=C1)C=1C=NN(C1)C(F)F